(1R,2S,5S)-3-(5-Chloro-7-methyl-1H-indole-2-carbonyl)-6,6-dimethyl-N-((S)-1-oxo-3-((S)-2-oxopyrrolidin-3-yl)propan-2-yl)-3-azabicyclo[3.1.0]hexane-2-carboxamide ClC=1C=C2C=C(NC2=C(C1)C)C(=O)N1[C@@H]([C@H]2C([C@H]2C1)(C)C)C(=O)N[C@H](C=O)C[C@H]1C(NCC1)=O